N-(5-chloropyridin-2-yl)benzamide ClC=1C=CC(=NC1)NC(C1=CC=CC=C1)=O